3-oxo-3-(4-(trifluoromethoxy)phenyl)propionic acid ethyl ester C(C)OC(CC(C1=CC=C(C=C1)OC(F)(F)F)=O)=O